3-pyrenyl-N-(p-toluenesulfonyl)pyrrole C1(=CC=C2C=CC3=CC=CC4=CC=C1C2=C34)C3=CN(C=C3)S(=O)(=O)C3=CC=C(C)C=C3